C1(=C(C(=CC(=C1)C)C)C(C(=O)OC(C#CC(C)(OC(C1=CC=CC=C1)=O)C)(C)C)=O)C 2,5-dimethyl-hex-3-yne-2,5-diol benzoate mesitylglyoxylate